ClC=1C=CC(=C(C1)C1=CC(=C(N=N1)C1CN(C(C1)=O)C)NC1=CC(=NC=C1)NC(CCN1CCN(CC1)C)=O)F N-(4-{[6-(5-chloro-2-fluorophenyl)-3-(1-methyl-5-oxopyrrolidin-3-yl)pyridazin-4-yl]amino}pyridin-2-yl)-3-(4-methylpiperazin-1-yl)propanamide